Tert-butyl (chloro(2-(2-methoxypropan-2-yl)thiazol-5-yl)(oxo)-λ6-sulfaneylidene)carbamate ClS(=O)(C1=CN=C(S1)C(C)(C)OC)=NC(OC(C)(C)C)=O